(5-nitrothiazol-2-yl)hydrazine [N+](=O)([O-])C1=CN=C(S1)NN